N(=[N+]=[N-])C=1N([C@H]2C[C@H](O)[C@@H](CO)O2)C=2N=CN=C(C2N1)N 8-azido-deoxyadenosine